(pyrrolidin-1-yl)methan N1(CCCC1)C